C(=C)/C(=C(/C(=O)[O-])\C=C)/C(=O)[O-] Divinylmaleat